ClC=1C(=NC(=NC1)NC1=CC=C(C=C1)N1N=CC(=C1)N1CCOCC1)NC1=C(C=CC=C1)P(=O)(C)C 5-Chloro-N4-(2-dimethylphosphorylphenyl)-N2-[4-(4-morpholinopyrazol-1-yl)phenyl]pyrimidine-2,4-diamine